N-(4-((2-(1,1-difluoroethyl)-6-methylpyrimidin-4-yl)amino)-5-((5-fluoropyridin-3-yl)methoxy)pyridin-2-yl)acetamide FC(C)(F)C1=NC(=CC(=N1)NC1=CC(=NC=C1OCC=1C=NC=C(C1)F)NC(C)=O)C